NC\C=C(\CN1C(=NC2=C1C=CC=C2C=2C=C(C=CC2)S(=O)(=O)N(C)C)C(C)C)/F (Z)-3-(1-(4-amino-2-fluorobut-2-en-1-yl)-2-isopropyl-1H-benzo[d]imidazol-4-yl)-N,N-dimethylbenzenesulfonamide